[Cl-].O1CCOCC1 1,4-dioxane chloride